OCCN1CCN(CC1)CC(C=O)(C)C N'-2-Hydroxyethyl-N-piperazinyl-2,2-dimethylpropanal